(hydroxymethyl)-5,5,8a-trimethyloctahydronaphthalen OCC1CCCC2C(CCCC12C)(C)C